C1(C(C(CC1)OCCC#N)OCCC#N)OCCC#N 3,3',3''-(cyclopentane-1,2,3-triyltri(oxy))tripropionitrile